C1(C(CC(C=C1)=O)=[Se])=O benzoquinoneselon